FC(S(=O)(=O)OC=1C[C@@H](N([C@@H](C1)C)CC1=CC=CC=C1)C)(F)F |r| rac-(2S,6R)-1-benzyl-2,6-dimethyl-1,2,3,6-tetrahydropyridin-4-yl trifluoromethanesulfonate